C(C)(C)(C)OC(=O)C1=NN(C2=NC(=CC=C21)N2CCCCCC2)C 6-(Azepan-1-yl)-1-methyl-1H-pyrazolo[3,4-b]pyridine-3-carboxylic acid tert-butyl ester